NC(C(O)C1=CC=C(C=C1)SC)CO 2-amino-1-(4-(methylthio)phenyl)propane-1,3-diol